(6-((5-(Difluoromethoxy)-6-methylpyridin-2-yl)methyl)-2-azaspiro[3.3]heptan-2-yl)((1s,3s)-3-hydroxy-3-methylcyclobutyl)methanon FC(OC=1C=CC(=NC1C)CC1CC2(CN(C2)C(=O)C2CC(C2)(C)O)C1)F